NC=1NC(C=2N(C(N(C2N1)[C@@H]1O[C@@H]([C@H]([C@H]1O)F)CO)=O)CCC#N)=O 3-(2-amino-9-((2R,3S,4S,5R)-4-fluoro-3-hydroxy-5-(hydroxymethyl)tetrahydrofuran-2-yl)-6,8-dioxo-1,6,8,9-tetrahydro-7H-purin-7-yl)propionitrile